5-[3-Fluoro-4-(6-methylpyridin-3-yl)phenyl]-3,6-dihydro-2H-1,3,4-oxadiazin-2-one FC=1C=C(C=CC1C=1C=NC(=CC1)C)C1=NNC(OC1)=O